tert-butyl (2R,4R)-3,3-difluoro-4-[(methanesulfonyl)amino]-2-(2-methoxy-2-oxoethyl)pyrrolidine-1-carboxylate FC1([C@H](N(C[C@H]1NS(=O)(=O)C)C(=O)OC(C)(C)C)CC(=O)OC)F